Cl.N1=NC=CC=C1 pyridazine hydrochloride salt